N-(6-(4-((1,2,4-oxadiazol-3-yl)methyl)piperazin-1-yl)-2-ethylimidazo[1,2-a]pyridin-3-yl)-4-(4-fluorophenyl)-N-methylthiazol-2-amine O1N=C(N=C1)CN1CCN(CC1)C=1C=CC=2N(C1)C(=C(N2)CC)N(C=2SC=C(N2)C2=CC=C(C=C2)F)C